C(C(C)C)OC(=O)C=1C(C(=C(NC1C)C)C(=O)OC)C1=C(C=CC=C1)N=O 2,6-dimethyl-4-(2-nitrosophenyl)-1,4-dihydro-3,5-pyridinedicarboxylic acid methyl ester isobutyl ester